ClC1=NC(=C2N=C(N(C2=N1)C1=NC=CC=C1)C)Cl 2,6-Dichloro-8-methyl-9-(pyridin-2-yl)-9H-purine